1-[2-[(5-bromo-2-pyrimidinyl)oxy]phenyl]-ethanone BrC=1C=NC(=NC1)OC1=C(C=CC=C1)C(C)=O